((4-((4-hydroxy-5,5-dimethyl-6,7,8,9-tetrahydro-5H-benzo[7]annulen-1-yl)methyl)-3,5-dimethylphenoxy)methyl)phosphoric acid OC1=CC=C(C=2CCCCC(C21)(C)C)CC2=C(C=C(OCOP(O)(O)=O)C=C2C)C